ClC1=CNC2=C(C=CC=C12)NS(=O)(=O)C1=CC=C(C(=O)NCC2=CC=C(C=C2)OC)C=C1 4-(N-(3-chloro-1H-indol-7-yl)sulfamoyl)-N-(4-methoxybenzyl)benzamide